2-amino-N-((5-cyano-2-pyridinyl)methyl)-N-((3-fluoro-2-pyridinyl)methyl)-3-methyl-6-quinolinecarboxamide NC1=NC2=CC=C(C=C2C=C1C)C(=O)N(CC1=NC=CC=C1F)CC1=NC=C(C=C1)C#N